tert-butyl 4-(3-fluoro-4-(7-((1-methylpiperidin-4-yl) carbamoyl) benzo[d]imidazo[2,1-b]thiazol-2-yl) phenyl)-4-hydroxypiperidine-1-carboxylate FC=1C=C(C=CC1C=1N=C2SC3=C(N2C1)C=CC(=C3)C(NC3CCN(CC3)C)=O)C3(CCN(CC3)C(=O)OC(C)(C)C)O